2-methyl-N-(3-(2-oxopropyl)-1,2,4-thiadiazol-5-yl)-5-(pyridin-3-yl)furan-3-Formamide CC=1OC(=CC1C(=O)NC1=NC(=NS1)CC(C)=O)C=1C=NC=CC1